nitrosylsulfuric acid N(=O)OS(O)(=O)=O